ClC1=CC(=NC=C1Cl)NC(=O)[C@@H]1[C@H]2C[C@@H]([C@@H]([C@@H]1C1=CC(=NC=C1)C)O2)O (1R,2S,3S,4R,5S)-N-(4,5-dichloropyridin-2-yl)-5-hydroxy-3-(2-methylpyridin-4-Yl)-7-oxabicyclo[2.2.1]Heptane-2-carboxamide